7-(2-(4-(6-Fluorobenzo[b]thiophen-4-yl)piperazin-1-yl)ethyl)-1-(undec-10-enoyl)-3,4-dihydroquinolin-2(1H)-one FC=1C=C(C2=C(SC=C2)C1)N1CCN(CC1)CCC1=CC=C2CCC(N(C2=C1)C(CCCCCCCCC=C)=O)=O